BrC=1C=CC(=C(C1)N1N=CC=N1)C(F)(F)F 2-(5-bromo-2-(trifluoromethyl)phenyl)-2H-1,2,3-triazole